OB1OCC2=C1C=C(C=C2C(F)(F)F)C(=O)N[C@H](C(=O)NCCC(=O)ON2C(CCC2=O)=O)[C@H](C)NC(=O)C=2C=C(C1=C(B(OC1)O)C2)C(F)(F)F 2,5-dioxopyrrolidin-1-yl 3-((2S,3S)-2,3-bis(1-hydroxy-4-(trifluoromethyl)-1,3-dihydrobenzo[c][1,2]oxaborole-6-carboxamido)butanamido)propanoate